FC=1C=C2C(C(=CN(C2=CC1N1[C@H](CCC1)CO)C1=CC=C(C=C1)OCC1=CC=C(C=C1)OC)C(=O)OCC)=O ethyl (R)-6-fluoro-7-(2-(hydroxymethyl) pyrrolidin-1-yl)-1-(4-((4-methoxybenzyl) oxy) phenyl)-4-oxo-1,4-dihydroquinoline-3-carboxylate